tert-butyl (S)-(1-(benzo[d][1,3]dioxol-5-yl-2,2-d2)-1-oxopropan-2-yl)(methyl-d3)carbamate O1C(OC2=C1C=CC(=C2)C([C@H](C)N(C(OC(C)(C)C)=O)C([2H])([2H])[2H])=O)([2H])[2H]